3-amino-4-(4-(thiophen-2-ylmethyl)piperazin-1-yl)benzonitrile NC=1C=C(C#N)C=CC1N1CCN(CC1)CC=1SC=CC1